OC[C@H](C1=NC(=CC=C1)C)NC(=O)C1=CN(C=C1)C1=NC(=NC=C1C)N[C@@H]1COCC1 N-((S)-2-hydroxy-1-(6-methylpyridin-2-yl)ethyl)-1-(5-methyl-2-(((S)-tetrahydrofuran-3-yl)amino)pyrimidin-4-yl)-1H-pyrrole-3-carboxamide